2-chloro-N-(4-cyanopyridin-2-yl)benzamid ClC1=C(C(=O)NC2=NC=CC(=C2)C#N)C=CC=C1